CC1CCCC(N1CC1=CC=CC=C1)C#N 6-methyl-1-(phenylmethyl)piperidine-2-carbonitrile